C(CCCCCCCCCCCCCCCCC)(=O)OCC(O)CO glycerol 1-stearate